NC=1NC(=C(N1)C1=CC(=NC=C1)C)C1=CC2=C(OCC(N2C2CCCC2)=O)C=C1 6-(2-Amino-4-(2-methylpyridin-4-yl)-1H-imidazol-5-yl)-4-cyclopentyl-2H-benzo[b][1,4]oxazin-3(4H)-one